ClC=1C(=NN2C1CN(CCC2)C(=O)OC(C)(C)C)C(=O)OCC 5-tert-butyl 2-ethyl 3-chloro-7,8-dihydro-4H-pyrazolo[1,5-a][1,4]diazepine-2,5(6H)-dicarboxylate